benzyl (1-(4-bromo-2-methylphenoxy)-2,4-dimethylpentan-2-yl)carbamate BrC1=CC(=C(OCC(CC(C)C)(C)NC(OCC2=CC=CC=C2)=O)C=C1)C